C(C(=C)C)(=O)SC(CSC=1SC(=NN1)SC(C)C)CCCC 2-methacryloylthio-n-hexylthio-5-isopropylthio-1,3,4-thiadiazole